BrC1=CC(=C(C(=C1)C)CCCCN1C[C@@H](CC1)F)C (3R)-1-[4-(4-bromo-2,6-dimethylphenyl)butyl]-3-fluorotetrahydropyrrole